4,4',4''-(benzene-1,3,5-triyl-tris(benzene-4,1-diyl))tribenzoate C1(=CC(=CC(=C1)C1=CC=C(C=C1)C1=CC=C(C(=O)[O-])C=C1)C1=CC=C(C=C1)C1=CC=C(C(=O)[O-])C=C1)C1=CC=C(C=C1)C1=CC=C(C(=O)[O-])C=C1